methyl 3-ethyl-6-(3-methoxy-3-methylazetidin-1-yl)picolinate C(C)C=1C(=NC(=CC1)N1CC(C1)(C)OC)C(=O)OC